5-(pyridin-4-ylamino)pyridin-2(1H)-one N1=CC=C(C=C1)NC=1C=CC(NC1)=O